N-(1-(3-(aminomethyl)phenyl)ethyl)butan-2-amine NCC=1C=C(C=CC1)C(C)NC(C)CC